(benzylidene)(tricyclohexylphosphorus) C(C1=CC=CC=C1)=P(C1CCCCC1)(C1CCCCC1)C1CCCCC1